C(C)OC=1SC(=C(N1)C)C(=O)NC[C@@H](CC)C(N[C@H]1C2=C(CN3N(C1=O)CCC3)C=CC=C2)=O 2-Ethoxy-4-methyl-N-((R)-2-(((S)-11-oxo-2,3,10,11-tetrahydro-1H,5H-benzo[d]pyrazolo[1,2-a][1,2]diazepin-10-yl)carbamoyl)butyl)thiazol-5-carboxamid